ethyldiethyl-amine methacrylate C(C(=C)C)(=O)O.C(C)N(CC)CC